(E)-1-(3-(4-((4-([1,2,4]triazolo[1,5-a]pyridin-7-yloxy)-3-methylphenyl)amino)pyrrolo[2,1-f][1,2,4]triazin-5-yl)azetidin-1-yl)-4-(azetidin-1-yl)but-2-en-1-one N=1C=NN2C1C=C(C=C2)OC2=C(C=C(C=C2)NC2=NC=NN1C2=C(C=C1)C1CN(C1)C(\C=C\CN1CCC1)=O)C